C(C(C)C)(=O)OC[C@H]1O[C@@]([C@@H]([C@@H]1O)O)(C#N)C1=CC=C2C(N(C=NN21)COP(=O)(O)OCC2=CC=CC=C2)=N ((2R,3S,4R,5R)-5-(3-((((benzyloxy)(hydroxy)phosphoryl)oxy)methyl)-4-imino-3,4-dihydropyrrolo[2,1-f][1,2,4]triazin-7-yl)-5-cyano-3,4-dihydroxytetrahydrofuran-2-yl)methyl isobutyrate